BrC=1C=NC=C(C1C=NOC)C=C 1-(3-bromo-5-vinyl-4-pyridyl)-N-methoxy-methanimine